N-(5-bromo-2-methoxypyridin-3-yl)acetamide BrC=1C=C(C(=NC1)OC)NC(C)=O